C(C)OC(=O)C1C2CCCOC12 2-oxabicyclo[4.1.0]heptane-7-carboxylic acid ethyl ester